COC1=NC(=CC(=C1N)N)C 2-methoxy-6-methylpyridine-3,4-diamine